2-allyl-1-(6-(2-hydroxypropan-2-yl)pyridin-2-yl)-6-((2-methyl-1H-benzo[d]imidazol-6-yl)amino)-1,2-dihydro-3H-pyrazolo[3,4-d]pyrimidin-3-one C(C=C)N1N(C2=NC(=NC=C2C1=O)NC=1C=CC2=C(NC(=N2)C)C1)C1=NC(=CC=C1)C(C)(C)O